C1([C@H](O)[C@@H](O)[C@H](O)[C@H](O1)CO)C1(CC=C(C=CC2=CC(O)=CC(O)=C2)C=C1)O 4'-glucosyl-resveratrol